6-chloro-2-(4-(1-isopropyl-4-(trifluoromethyl)-1H-imidazol-2-yl)benzyl)-2H-pyrazolo[3,4-d]pyrimidine ClC=1N=CC=2C(N1)=NN(C2)CC2=CC=C(C=C2)C=2N(C=C(N2)C(F)(F)F)C(C)C